C(C)(C)(C)C1=CC=C(C(=N1)S(=O)(=O)NC(=O)C1=CC2=CC=CC(=C2C=C1)N1N=CC=C1)OC N-((6-(tert-butyl)-3-methoxypyridin-2-yl)sulfonyl)-5-(1H-pyrazol-1-yl)-2-naphthamide